C(C)(C)(C)OC(N([C@H]1CNCC1)CC)=O.ClC1=CC(=NC=C1)N1N=CC(=C1)CCl 4-chloro-2-(4-(chloromethyl)-1H-pyrazol-1-yl)pyridine tert-butyl-N-ethyl-N-[(3R)-pyrrolidin-3-yl]carbamate